(S)-Tert-Butyl 2-(2-(3-(5-(((S)-1-Cyclopropylethyl)Carbamoyl)-4H-1,2,4-Triazol-3-Yl)Phenyl)Oxazole-5-Carboxamido)-3-Methylbutanoate C1(CC1)[C@H](C)NC(=O)C=1NC(=NN1)C=1C=C(C=CC1)C=1OC(=CN1)C(=O)N[C@H](C(=O)OC(C)(C)C)C(C)C